ClC1=C(C=CC=C1)CC(=O)NC1=CC(=C(C=C1)COC1=CC(=C(C=C1)F)N1C(CCC1)=O)S(N)(=O)=O 2-(2-chlorophenyl)-N-(4-((4-fluoro-3-(2-oxopyrrolidin-1-yl)phenoxy)methyl)-3-sulfamylphenyl)acetamide